(2R,3S,E)-2,3-dihydroxy-5-phenylpent-4-enoic acid methyl ester COC([C@@H]([C@H](\C=C\C1=CC=CC=C1)O)O)=O